3-[4-[3-[4-[(3R,5R)-5-[(5-bromo-1-methyl-6-oxo-pyridazin-4-yl)amino]-1-methyl-3-piperidyl]benzoyl]-3,9-diazaspiro[5.5]undecan-9-yl]-2-oxo-1-pyridyl]piperidine-2,6-dione BrC1=C(C=NN(C1=O)C)N[C@@H]1C[C@@H](CN(C1)C)C1=CC=C(C(=O)N2CCC3(CC2)CCN(CC3)C3=CC(N(C=C3)C3C(NC(CC3)=O)=O)=O)C=C1